2-[4-(bromomethyl)-2,6-difluoro-phenyl]-1-methyl-4-(trifluoromethyl)imidazole BrCC1=CC(=C(C(=C1)F)C=1N(C=C(N1)C(F)(F)F)C)F